(S,E)-4-Hydroxy-3,5,5-trimethyl-4-(3-oxobut-1-en-1-yl)cyclohex-2-enone O[C@@]1(C(=CC(CC1(C)C)=O)C)\C=C\C(C)=O